NC[C@H](CC(=O)O)C[C@@H](CC1=C(C=CC=C1)F)C (3s,5s)-3-aminomethyl-6-(2-fluoro-phenyl)-5-methyl-hexanoic acid